The molecule is a glycol that is a derivative of glycerol in which one of the hydroxy groups is replaced by an anilino group. It is a glycol and a secondary amine. It derives from an aniline and a glycerol. C1=CC=C(C=C1)NCC(CO)O